3-(3-([1,1'-biphenyl]-3-yl)-4-fluoro-1H-pyrazol-5-yl)pyrrolidine-1-carbonitrile C1(=CC(=CC=C1)C1=NNC(=C1F)C1CN(CC1)C#N)C1=CC=CC=C1